2-Cyclopentyl-N-{4-[2-(4-fluoro-phenyl)-morpholin-4-yl]-2,6-dimethyl-phenyl}-acetamide C1(CCCC1)CC(=O)NC1=C(C=C(C=C1C)N1CC(OCC1)C1=CC=C(C=C1)F)C